Tert-Butyl 7-(2,6-Dioxopiperidin-3-Yl)-5-Methoxy-6-Oxo-7,8-Dihydro-2H,6H-Spiro[Furo[2,3-e]Isoindole-3,4'-Piperidine]-1'-Carboxylate O=C1NC(CCC1N1C(C2=C(C=C3C(=C2C1)OCC31CCN(CC1)C(=O)OC(C)(C)C)OC)=O)=O